ClC=1C=CC=C(NI)C1 5-chloro-iodoaniline